1-(2,2,2-trifluoroethyl)-1,4,5,6-tetrahydrocyclopenta[c]pyrazole-3-carboxylic acid FC(CN1N=C(C2=C1CCC2)C(=O)O)(F)F